Cl.COC1=C(SC=C1)CNCCC1(C2CCC(C1)CC2)C2=NC=CC=C2 ((3-Methoxythien-2-yl)methyl)-2-(2-(pyridin-2-yl)bicyclo[2.2.2]oct-2-yl)ethylamine hydrochloride